N=1OC(=C2C1C=CC=C2)C=2C=C(C(=O)OCC)C=CC2OC ethyl 3-(benzo[c]isoxazol-3-yl)-4-methoxybenzoate